BrC1=C(C=2C(NC1=O)=CN(N2)CC#N)N2[C@H](CN([C@@H](C2)CC)C(C)C=2C=C1N=CC=NC1=CC2)C 2-(6-bromo-7-((2s,5r)-5-ethyl-2-methyl-4-(1-(quinoxalin-6-yl)ethyl)piperazine-1-yl)-5-oxo-4,5-dihydro-2H-pyrazolo[4,3-b]Pyridin-2-yl)acetonitrile